N-[(2,4-dimethoxyphenyl)methyl]-6-[2-methoxy-5-(4,4,5,5-tetramethyl-1,3,2-dioxaborolan-2-yl)phenyl]-3-methylisoquinolin-1-amine COC1=C(C=CC(=C1)OC)CNC1=NC(=CC2=CC(=CC=C12)C1=C(C=CC(=C1)B1OC(C(O1)(C)C)(C)C)OC)C